COC=1C(C(=C(C(C1OC)=O)CCCCCCCCCC(=O)OC1=CC=C(C=C1)C(N)=S)C)=O 4-carbamothioylphenyl 10-(4,5-dimethoxy-2-methyl-3,6-dioxocyclohexa-1,4-dien-1-yl)decanoate